6-(2,2'-dichloro-3'-((2-methylpyrido[3,2-d]pyrimidin-4-yl)amino)-[1,1'-biphenyl]-3-yl)-2-methoxynicotinaldehyde ClC1=C(C=CC=C1C1=NC(=C(C=O)C=C1)OC)C1=C(C(=CC=C1)NC=1C2=C(N=C(N1)C)C=CC=N2)Cl